C(#N)C1=CC=C2C=NC(=NC2=C1OC(C)C)NC1=CC(=NC(=C1)CS(=O)C)C 7-Cyano-8-isopropoxy-N-(2-methyl-6-((methylsulfinyl)methyl)pyridin-4-yl)quinazolin-2-amine